(S)-N-(6-((R)-2-(2,5-difluorophenyl)pyrrolidin-1-yl)-1,5-naphthyridin-4-yl)-3-hydroxypyrrolidine-1-carboxamide FC1=C(C=C(C=C1)F)[C@@H]1N(CCC1)C=1N=C2C(=CC=NC2=CC1)NC(=O)N1C[C@H](CC1)O